NC1=C(C=CC=C1)C1=C(C=CC=C1)[Pd] [2-(2-aminophenyl)phenyl]palladium